COC1=C(C=C(C=C1)C(F)(F)F)N(CCOCCO)CCOCCO 2,2'-((((2-methoxy-5-(trifluoromethyl)phenyl)azanediyl)bis(ethane-2,1-diyl))bis(oxy))bis(ethan-1-ol)